1-[4-(2-hydroxyethyl)-1-Piperidinyl-(Piperidinyl)]-3-(2-hydroxyphenyl)-1-propanone OCCC1CCN(CC1)N1C(CCCC1)C(CCC1=C(C=CC=C1)O)=O